ClC1=C(C=CC=C1)C1(CC1)NC(C1=C(C=CC(=C1)OCCN(C)C)C)=O N-(1-(2-Chlorophenyl)cyclopropyl)-5-(2-(dimethylamino)ethoxy)-2-methylbenzamide